3-([1,2,4]triazolo[1,5-a]pyridin-6-yl)-5-(4-methoxyphenyl)-2-(6-methylpyridin-2-yl)-4,5-dihydropyrrolo[3,4-c]pyrazol-6(2H)-one N=1C=NN2C1C=CC(=C2)C2=C1C(=NN2C2=NC(=CC=C2)C)C(N(C1)C1=CC=C(C=C1)OC)=O